NCC=1C=C(C=CC1)C=1C=CC2=C(C(=C(O2)C(C)(C)C)COC2=C(C=CC(=C2)F)CC(=O)OCC)C1 ethyl 2-(2-((5-(3-(aminomethyl)phenyl)-2-(tert-butyl)benzofuran-3-yl)methoxy)-4-fluorophenyl)acetate